CC1=C(C=C(C=C1)NC(=O)[C@H]1[C@@H](C1)C(F)(F)F)C1=NC=CC=C1 trans-N-(4-methyl-3-pyridin-2-ylphenyl)-2-(trifluoromethyl)cyclopropane-1-carboxamide